6-(5-methoxypyrazin-2-yl)-3-nitropyridin-2-amine COC=1N=CC(=NC1)C1=CC=C(C(=N1)N)[N+](=O)[O-]